O=C1C(C(CC1)CC(=O)Cl)CCCCC 2-(3-oxo-2-pentylcyclopentyl)acetyl chloride